8-(3-chloro-5-cyano-phenyl)-N-(2,3-dihydro-1,4-benzoxazin-4-yl)-4-morpholino-quinoline-3-carboxamide ClC=1C=C(C=C(C1)C#N)C=1C=CC=C2C(=C(C=NC12)C(=O)NN1CCOC2=C1C=CC=C2)N2CCOCC2